13-methylmyristyl eicos-11-enoate C(CCCCCCCCCC=CCCCCCCCC)(=O)OCCCCCCCCCCCCC(C)C